2-(((R)-1-(2-((R)-4-(4-cyanophenyl)-3-methylpiperazin-1-yl)-3,7-dimethyl-4-oxo-4H-pyrido[1,2-a]pyrimidin-9-yl)ethyl)amino)benzoic acid C(#N)C1=CC=C(C=C1)N1[C@@H](CN(CC1)C=1N=C2N(C(C1C)=O)C=C(C=C2[C@@H](C)NC2=C(C(=O)O)C=CC=C2)C)C